2-{2-[4-(3,4-Dichlorobenzyl)piperazin-1-yl]acetamido}-5-benzylthiophene-3-carboxamide ClC=1C=C(CN2CCN(CC2)CC(=O)NC=2SC(=CC2C(=O)N)CC2=CC=CC=C2)C=CC1Cl